(4-(Benzenesulfonyl)phenyl)-1-aminoethane C1(=CC=CC=C1)S(=O)(=O)C1=CC=C(C=C1)C(C)N